BrC=1C=C(C(=NC1O[C@H](C)C1=CC(=CC(=C1)F)F)C)N=CN(C)CC N'-{5-bromo-6-[(1R)-1-(3,5-difluorophenyl)ethoxy]-2-methylpyridin-3-yl}-N-ethyl-N-methylimido-formamide